n-octacosyl n-triacontyl ketone C(CCCCCCCCCCCCCCCCCCCCCCCCCCCCC)C(=O)CCCCCCCCCCCCCCCCCCCCCCCCCCCC